3-(4-((3-((R)-3-(4-amino-3-(4-phenoxyphenyl)-1H-pyrazolo[3,4-d]pyrimidine-1-yl)piperidin-1-yl)-3-oxopropyl)thio)-1-oxoisoindoline-2-yl)piperidine-2,6-dione NC1=C2C(=NC=N1)N(N=C2C2=CC=C(C=C2)OC2=CC=CC=C2)[C@H]2CN(CCC2)C(CCSC2=C1CN(C(C1=CC=C2)=O)C2C(NC(CC2)=O)=O)=O